tert-butyl (2R,3S,4S)-4-[(tert-butoxycarbonyl) oxy]-2-[(4-methoxyphenyl)methyl]-3-(oxolane-3-carbonyloxy)pyrrolidine-1-carboxylate C(C)(C)(C)OC(=O)O[C@@H]1[C@H]([C@H](N(C1)C(=O)OC(C)(C)C)CC1=CC=C(C=C1)OC)OC(=O)C1COCC1